4-chloro-N-(1-(5-(5-methylpyridin-3-yl)-5,6,7,8-tetrahydro-1,5-naphthyridin-2-yl)cyclobutyl)benzamide ClC1=CC=C(C(=O)NC2(CCC2)C2=NC=3CCCN(C3C=C2)C=2C=NC=C(C2)C)C=C1